(3S,6S,9aR)-3,6-diisobutyl-8-isopentyl-2-(4-methylpentanoyl)hexahydro-4H-pyrazino[1,2-a]pyrazine-4,7(6H)-dione C(C(C)C)[C@@H]1N(C[C@@H]2N(C1=O)[C@H](C(N(C2)CCC(C)C)=O)CC(C)C)C(CCC(C)C)=O